C(C)(C)(C)OC(NC1=CC=C2C(=N1)C=CN2S(=O)(=O)C2=CC=C(C)C=C2)=O (1-tosyl-1H-pyrrolo[3,2-b]pyridin-5-yl)carbamic acid tert-butyl ester